NC=1C=C(C(=NC1)C1=NOC(=N1)CCCC(=O)OCC)Cl Ethyl 4-[3-(5-amino-3-chloropyridin-2-yl)-1,2,4-oxadiazol-5-yl]butanoate